CC1=NN=NN1CC1=CC=C(C=C1)C1=C2C(=NC(=C1)NC(=O)C1CC1)NC=N2 N-(7-(4-((5-methyl-1H-tetrazol-1-yl)methyl)phenyl)-3H-imidazo[4,5-b]pyridin-5-yl)cyclopropylcarboxamide